COC=1C2=C(N=C(N1)C)CN(C2)C(C[C@H]2[C@@H](C2)C=2C=NC=CC2)=O (4-Methoxy-2-methyl-5,7-dihydro-6H-pyrrolo[3,4-d]pyrimidin-6-yl)-2-[trans-(2-(pyridin-3-yl)cyclopropyl)]ethan-1-one